methyl 9-chloro-6-hydroxy-10-phenyl-[1,2,4]triazolo[5,1-a]isoquinoline-5-carboxylate ClC1=CC=C2C(=C(N3C(C2=C1C1=CC=CC=C1)=NC=N3)C(=O)OC)O